C12(CCC(CC1)CC2)COC(CCC(=O)O)OCC21CCC(CC2)CC1 4,4-bis(bicyclo[2.2.2]octan-1-ylmethoxy)butanoic acid